BrC1=C(N=C2N(C1=O)N=C(S2)C2CC2)C(F)(F)F 6-bromo-2-cyclopropyl-7-(trifluoromethyl)-[1,3,4]thiadiazolo[3,2-a]pyrimidin-5-one